4-methyl-salicylic acid methyl ester COC(C=1C(O)=CC(=CC1)C)=O